4-acetyl-diisopropyltryptamine C(C)(=O)C=1C=CC=C2NC=C(CCN(C(C)C)C(C)C)C12